C(C)(C)N1N=C(C(=C1C)O)C1=C(C=C(C=C1F)F)F 1-isopropyl-3-(2,4,6-trifluorophenyl)-5-methyl-pyrazole-4-ol